ClC1=CC=C(CN2C(=NN=C2OC)C=2C=C3C(=NNC3=CC2)C)C=C1 5-(4-(4-chlorobenzyl)-5-methoxy-4H-1,2,4-triazol-3-yl)-3-methyl-1H-indazole